NC1=C(C=C(C=N1)C=1C=C2N(N1)CCC21CN(CC1)C(=O)NC1(CCC2=CC=CC=C12)C)C(F)(F)F 2'-[6-amino-5-(trifluoromethyl)pyridin-3-yl]-N-[1-methyl-2,3-dihydro-1H-inden-1-yl]-5',6'-dihydrospiro[pyrrolidine-3,4'-pyrrolo[1,2-b]pyrazole]-1-carboxamide